8-((3-cyclopropyl-1-methyl-1H-pyrazol-5-yl)sulfonyl)-1-oxa-8-azaspiro[4.5]decan-3-one C1(CC1)C1=NN(C(=C1)S(=O)(=O)N1CCC2(CC(CO2)=O)CC1)C